4,7-diamino-1,1-dimethylindan NC1=C2CCC(C2=C(C=C1)N)(C)C